ONC(=O)C=1C=CC(=C(C1)NC(=O)C1=NC2=CC(=C(C=C2N(C1=O)C)C)C)C N-(5-(hydroxycarbamoyl)-2-methylphenyl)-4,6,7-trimethyl-3-oxo-3,4-dihydroquinoxaline-2-carboxamide